4-methyl-epoxybutylbenzaldehyde CCCCCC1=C2C(C(O2)=O)=CC=C1